(S)-tert-Butyl 4-benzyl-3-(hydroxymethyl)piperazine-1-carboxylate C(C1=CC=CC=C1)N1[C@@H](CN(CC1)C(=O)OC(C)(C)C)CO